N,N-dimethyl-N'-(2-dodecyloxy-5-ethyl-3-methoxybenzyl)-N'-methyl-ethane-1,2-diamine CN(CCN(C)CC1=C(C(=CC(=C1)CC)OC)OCCCCCCCCCCCC)C